5-chloro-2-(trifluoromethyl)-[1,2,4]triazolo[1,5-a]pyridine ClC1=CC=CC=2N1N=C(N2)C(F)(F)F